OC1=C(CN(C2=CC=CC=C12)C)C(C1=CC=C(C=C1)N(C1=CC=CC=C1)C1=CC=CC2=CC=CC=C12)=O 4-hydroxy-1-methyl-3-[4-(naphthalen-1-yl(phenyl)amino)benzoyl]quinoline